COC(=O)C1=C(C(=NN1C)C1=NC=C(C=C1N)C1=C(N=NN1C)C)I 3-(3-amino-5-(1,4-dimethyl-1H-1,2,3-triazol-5-yl)pyridin-2-yl)-4-iodo-1-methyl-1H-pyrazole-5-carboxylic acid methyl ester